(3,3-difluorocyclobutyl) N-[(1S)-1-(dicyclopropylmethyl)-2-[[1-[1-(5-methyl-2-oxo-1H-pyridin-3-yl)ethyl]pyrazol-4-yl]amino]-2-oxo-ethyl]carbamate C1(CC1)C([C@@H](C(=O)NC=1C=NN(C1)C(C)C=1C(NC=C(C1)C)=O)NC(OC1CC(C1)(F)F)=O)C1CC1